4-{2-[5-chloro-1-(2-hydroxyethyl)-2-oxo-1,2-dihydrospiro[indole-3,4'-piperidin]-1'-yl]ethoxy}-2-(trifluoromethyl)benzoic acid ClC=1C=C2C(=CC1)N(C(C21CCN(CC1)CCOC1=CC(=C(C(=O)O)C=C1)C(F)(F)F)=O)CCO